3-(5-(1H-pyrazol-1-yl)pyrid-2-yl)-1-(2,6-difluorobenzyl)-5-((dimethylamino)methyl)-6-(4-nitrophenyl)thieno[2,3-d]pyrimidine-2,4(1H,3H)-dione N1(N=CC=C1)C=1C=CC(=NC1)N1C(N(C2=C(C1=O)C(=C(S2)C2=CC=C(C=C2)[N+](=O)[O-])CN(C)C)CC2=C(C=CC=C2F)F)=O